4-{[7-(dimethylamino)-5-methyl-[1,2,4]triazolo[1,5-a]pyrimidin-6-yl]methyl}piperidine-1-sulfonamide CN(C1=C(C(=NC=2N1N=CN2)C)CC2CCN(CC2)S(=O)(=O)N)C